2-cyclopropyl-4-isopropoxy-6-(piperazin-1-yl)-benzonitrile C1(CC1)C1=C(C#N)C(=CC(=C1)OC(C)C)N1CCNCC1